4,6-dimethyl-6H-indole CC=1C2=CC=NC2=CC(C1)C